5-chloro-2-methyl-4-isothiazolin-3-one magnesium chloride [Cl-].[Mg+2].ClC1=CC(N(S1)C)=O.[Cl-]